FC(OC1=CC=C(C=C1)S(=O)(=O)N1CC2=C(C1)CN(C2)C(CCO)=O)F 1-(5-((4-(difluoromethoxy)phenyl)sulfonyl)-3,4,5,6-tetrahydropyrrolo[3,4-c]pyrrol-2(1H)-yl)-3-hydroxypropan-1-one